C1(CC1)C=1C(=NC(=NC1)NC1=C(C=C(C=C1)N1CCN(CC1)C)CC)NCCCN1C(COCCC1)=O 4-(3-((5-cyclopropyl-2-((2-ethyl-4-(4-methylpiperazin-1-yl)phenyl)amino)pyrimidin-4-yl)amino)propyl)-1,4-oxazepan-3-one